ClC1=CC=C(C(=C1B(O)O)F)OC 6-CHLORO-2-FLUORO-3-METHOXYPHENYLBORONIC ACID